CC1=C(C(=CC(=C1)N1CCC(CC1)C)C)NC1=CC2=C(N(C(N2C)=O)C)C=C1 5-((2,6-dimethyl-4-(4-methylpiperidin-1-yl)phenyl)amino)-1,3-dimethyl-1,3-dihydro-2H-benzo[d]imidazol-2-one